C1(CC1)N1C(=NC2=C1C=C(C(=C2)F)F)C=2C(=NC=NC2)NC 5-(1-Cyclopropyl-5,6-difluoro-1H-benzo[d]imidazol-2-yl)-N-methylpyrimidin-4-amin